3-[2-[4-Chloro-2-(trifluoromethyl)phenyl]-3-oxo-5,6,8,8a-tetrahydro-1H-imidazo[1,5-a]pyrazin-7-yl]-N-[2-(dimethylamino)ethyl]-6-(2-ethoxypyridin-3-yl)pyridine-2-carboxamide ClC1=CC(=C(C=C1)N1C(N2C(CN(CC2)C=2C(=NC(=CC2)C=2C(=NC=CC2)OCC)C(=O)NCCN(C)C)C1)=O)C(F)(F)F